(R)-5-(3-(5-chloro-6-(trifluoromethyl)isoindolin-2-yl)-3-oxopropyl)-5-(thiazol-2-yl)imidazolidine-2,4-dione ClC=1C=C2CN(CC2=CC1C(F)(F)F)C(CC[C@@]1(C(NC(N1)=O)=O)C=1SC=CN1)=O